ClC=1C=CC=C2CN(C(C12)=O)C1=CC=NN1C 7-chloro-2-(1-methyl-1H-pyrazol-5-yl)-2,3-dihydro-1H-isoindol-1-one